BrC1=C(C=C2C(=NC=NC2=C1)O)Cl 7-bromo-6-chloroquinazolin-4-ol